N-(trifluoromethanesulfonyloxy)-5-norbornene-2,3-dicarboximide FC(S(=O)(=O)ON1C(=O)C2C3C=CC(C2C1=O)C3)(F)F